tert-butyl 3-((4-chlorobenzyl)carbamoyl)-5,6-dihydroimidazo[1,5-a]pyrazine-7(8H)-carboxylate ClC1=CC=C(CNC(=O)C2=NC=C3N2CCN(C3)C(=O)OC(C)(C)C)C=C1